3,4-dichloro-N-[(1s,4s)-4-{[6-chloro-2-(trifluoromethyl)quinolin-4-yl]amino}cyclohexyl]-1,2-thiazole-5-carboxamide ClC1=NSC(=C1Cl)C(=O)NC1CCC(CC1)NC1=CC(=NC2=CC=C(C=C12)Cl)C(F)(F)F